C(C)N1N=CC=C1 2-ethyl-(2H)-pyrazol